C(#N)C[C@H]1N(CC[C@H](C1)O)C(=O)OC(C)(C)C tert-Butyl (2R,4R)-2-(cyanomethyl)-4-hydroxypiperidine-1-carboxylate